Vinyloxiran C(=C)C1OC1